N-(6-ETHYL-1-METHYL-1H-INDAZOL-7-YL)-1-(2-(TRIFLUOROMETHYL)PYRIDIN-4-YL)-1H-PYRAZOLE-4-SULFONAMIDE C(C)C1=CC=C2C=NN(C2=C1NS(=O)(=O)C=1C=NN(C1)C1=CC(=NC=C1)C(F)(F)F)C